N1CC(C1)NC(=O)C1CN(C1)C1=NC=C(C=N1)C=1C=CC=2N(C1)C(=C(N2)CC)N(C)C=2SC(=C(N2)C2=CC=C(C=C2)F)C#N N-(azetidin-3-yl)-1-(5-(3-((5-cyano-4-(4-fluorophenyl)thiazol-2-yl)(methyl)amino)-2-ethylimidazo[1,2-a]pyridin-6-yl)pyrimidin-2-yl)azetidine-3-carboxamide